C(C)(=O)[O-].C(CCCCCCCCCCC)[NH+]1CC(CC1)CCCC 1-Dodecyl-3-butylpyrrolidinium acetat